Ethyl 4-((5-(((3-((tert-butoxycarbonyl) amino) benzyl) (methyl) amino) methyl)-2-methoxy-3-(1-methyl-1H-1,2,4-triazol-3-yl) phenyl) amino)-2-chloropyrimidine-5-carboxylate C(C)(C)(C)OC(=O)NC=1C=C(CN(C)CC=2C=C(C(=C(C2)NC2=NC(=NC=C2C(=O)OCC)Cl)OC)C2=NN(C=N2)C)C=CC1